1-(2,3-difluorophenyl)ethan-1-ol FC1=C(C=CC=C1F)C(C)O